1-(3-difluoromethylphenyl)piperazine FC(C=1C=C(C=CC1)N1CCNCC1)F